(R)-N-(4-(4-(4-methylpiperazin-1-yl)piperidin-1-yl)phenyl)-6-(3-phenylisoxazolidin-2-yl)pyrimidin-4-amine CN1CCN(CC1)C1CCN(CC1)C1=CC=C(C=C1)NC1=NC=NC(=C1)N1OCC[C@@H]1C1=CC=CC=C1